N-methyl-6-(4-methylpyridin-3-yl)benzo[d]thiazol-2-amine CNC=1SC2=C(N1)C=CC(=C2)C=2C=NC=CC2C